N-[2-Methoxy-5-[(E)-2-(2,4,6-trimethoxyphenyl)vinylsulfonylmethyl]phenyl]glycine sodium salt [Na+].COC1=C(C=C(C=C1)CS(=O)(=O)\C=C\C1=C(C=C(C=C1OC)OC)OC)NCC(=O)[O-]